C(C(C)C)C=1C=CC(=C(C1)N1CCN(CCC1)CC=1N=NC=CC1)C=1N=NNN1 1-[5-isobutyl-2-(2H-tetrazol-5-yl)phenyl]-4-(pyridazin-3-ylmethyl)-1,4-diazepane